(S)-2-(5-(2-(3-cyanophenyl)pyridin-4-yl)-1,2,4-oxadiazol-3-yl)pyrrolidine-1-carbonitrile C(#N)C=1C=C(C=CC1)C1=NC=CC(=C1)C1=NC(=NO1)[C@H]1N(CCC1)C#N